2-(2-(6-Oxaspiro[4.5]decan-9-yl)pyridin-3-yl)-N-(3-chlorophenyl)ethylamine hydrochloride Cl.C1CCCC12OCCC(C2)C2=NC=CC=C2CCNC2=CC(=CC=C2)Cl